C(C)(C)[Si](C(C)C)(C(C)C)C#CC1=C(C2=CC=CC=C2C=C1)O ((triisopropylsilyl)ethynyl)naphthalen-1-ol